(Z)-2-(bromomethyl)-3-(4-chlorophenyl)-1-phenylprop-2-en-1-one BrC\C(\C(=O)C1=CC=CC=C1)=C/C1=CC=C(C=C1)Cl